1-(1-(6-((2-(2,6-dioxopiperidin-3-yl)-1,3-dioxoisoindolin-4-yl)amino)hexyl)piperidin-4-yl)-N-methyl-1,4,6,7-tetrahydro-5H-pyrazolo[4,3-c]pyridine-5-carboxamide O=C1NC(CCC1N1C(C2=CC=CC(=C2C1=O)NCCCCCCN1CCC(CC1)N1N=CC=2CN(CCC21)C(=O)NC)=O)=O